2-(1H-indole-2-carbonyl)octahydrocyclopenta[c]pyrrole-1-carboxamide N1C(=CC2=CC=CC=C12)C(=O)N1C(C2C(C1)CCC2)C(=O)N